2,2,2-trifluoro-N-(2-iodo-3-methylphenyl)acetamide FC(C(=O)NC1=C(C(=CC=C1)C)I)(F)F